3,4-dicarboxyl-1,2,3,4-tetrahydronaphthalene-1-succinic anhydride C(=O)(O)C1CC(C2=CC=CC=C2C1C(=O)O)C1CC(=O)OC1=O